FC1=NN(C2=CC(=CC=C12)COC1=CC=CC(=N1)C1CCN(CC1)CC1=NC2=C(N1C[C@H]1OCC1)C=C(C=C2)C(=O)O)C (S)-2-((4-(6-((3-Fluoro-1-methyl-1H-indazol-6-yl)methoxy)pyridin-2-yl)piperidine-1-yl)methyl)-1-(oxetan-2-ylmethyl)-1H-benzo[d]imidazole-6-carboxylic acid